ClC=1C=2C(N=C3N(C2C=CC1)C1=CC=C(C=C1C3(C)C)C3CCN(CC3)C(=O)C3CCC(CC3)NC=3C=C1C(N(C(C1=CC3)=O)C3C(NC(CC3)=O)=O)=O)=O 5-((4-(4-(4-chloro-7,7-dimethyl-5-oxo-5,7-dihydroindolo[1,2-a]quinazolin-9-yl)piperidine-1-carbonyl)cyclohexyl)amino)-2-(2,6-dioxopiperidin-3-yl)isoindoline-1,3-dione